C(N)(=O)C1=C(C=CN1)C#CC#CCC(C=1C(N(C=CC1)C)=O)C1=C(C=CC(=C1)F)F 5-carbamoyl-4-(6-(2,5-difluorophenyl)-6-(1-methyl-2-oxo-1,2-dihydropyridine-3-yl)hexa-1,3-diyn-1-yl)-1H-pyrrole